2,2-bis[3,5-bis(4-hydroxy-3-methylbenzyl)-4-hydroxyphenyl]propane OC1=C(C=C(CC=2C=C(C=C(C2O)CC2=CC(=C(C=C2)O)C)C(C)(C)C2=CC(=C(C(=C2)CC2=CC(=C(C=C2)O)C)O)CC2=CC(=C(C=C2)O)C)C=C1)C